COC1=CC=C2CCC(C2=C1)N1CCN(CC1)C1=C(C(N(C=2C=CC(=NC12)C#N)CC#C)=O)[N+](=O)[O-] 8-(4-(6-methoxy-2,3-dihydro-1H-inden-1-yl)piperazin-1-yl)-7-nitro-6-oxo-5-(prop-2-yn-1-yl)-5,6-dihydro-1,5-naphthyridine-2-carbonitrile